(2-[[(9H-fluoren-9-ylmethoxy)carbonyl]amino]acetamido)methyl acetate C(C)(=O)OCNC(CNC(=O)OCC1C2=CC=CC=C2C=2C=CC=CC12)=O